1-[3,5-bis(trifluoromethyl)phenyl]-3-[1-(2-pyrimidin-2-yl-1,2,4-triazol-3-yl)ethyl]urea FC(C=1C=C(C=C(C1)C(F)(F)F)NC(=O)NC(C)C=1N(N=CN1)C1=NC=CC=N1)(F)F